C(C1=CC=CC=C1)C1=C(SC2=C1CNCC=1N2C(=NN1)C)C 3-benzyl-2,9-dimethyl-5,6-dihydro-4H-thieno[3,2-f][1,2,4]triazolo[4,3-a][1,4]diazepine